C1(CC1)C1=C(C=NC=C1)C(C(=O)O)N1C[C@@H](CC1)C(CCCCC1=NC=2NCCCC2C=C1)(F)F 2-(4-cyclopropylpyridin-3-yl)-2-[(3R)-3-[1,1-difluoro-5-(5,6,7,8-tetrahydro-1,8-naphthyridin-2-yl)pentyl]pyrrolidin-1-yl]acetic acid